(((CIS)-4-phenylcyclohexyl)oxy)methyl-pyrrolidine-1-carboxylate C1(=CC=CC=C1)[C@H]1CC[C@H](CC1)OCOC(=O)N1CCCC1